COC1=CC=2C=3N(C(=NC2C=C1)NC=1C(N=CC=NC1)=O)N=C(N3)C3=CC=C(C=C3)OC (6R)-6-{[9-methoxy-2-(4-methoxyphenyl)[1,2,4]triazolo[1,5-c]quinazolin-5-yl]amino}-1,4-diazepin-5-one